N7-butyl-2-(4-(4-(6-chloro-1,1,1-trifluorohexan-2-yl)piperazin-1-yl)-2-methoxybenzyl)-2H-pyrazolo[4,3-d]pyrimidine-5,7-diamine C(CCC)NC=1C=2C(N=C(N1)N)=CN(N2)CC2=C(C=C(C=C2)N2CCN(CC2)C(C(F)(F)F)CCCCCl)OC